tert-butyl ((1H-pyrrolo[2,3-b]pyridin-2-yl)methyl)carbamate N1C(=CC=2C1=NC=CC2)CNC(OC(C)(C)C)=O